OC1=C(C(=O)OC)C=CC(=C1)NC(CN1N=NN=C1C)=O Methyl 2-hydroxy-4-(2-(5-methyl-1H-tetrazol-1-yl)acetamido)benzoate